C1=NC=CC2=CC(=CC=C12)C=1C=NN2C1C=CC(=C2)C=2C=CC(N(C2)C)=O 5-(3-(Isoquinolin-6-yl)pyrazolo[1,5-a]pyridin-6-yl)-1-methylpyridin-2(1H)-one